2-(4-(2-(1,5-dimethyl-6-oxo-1,6-dihydropyridazin-3-yl)-3-isopropyl-1H-indol-5-yl)piperidin-1-yl)-N-methylacetamide CN1N=C(C=C(C1=O)C)C=1NC2=CC=C(C=C2C1C(C)C)C1CCN(CC1)CC(=O)NC